OCC1=CC=C(C=C1)C#CC1=C2CN(C(C2=CC=C1)=C=O)N1C(CCCC1=O)=O (4-((4-(hydroxymethyl)phenyl)ethynyl)-1-carbonylisoindoline-2-yl)piperidine-2,6-dione